2-[6-(2,3-Difluorophenyl)-3-methyl-2-oxo-imidazo[4,5-b]pyridin-1-yl]-N,N-dimethyl-acetamide FC1=C(C=CC=C1F)C=1C=C2C(=NC1)N(C(N2CC(=O)N(C)C)=O)C